F[P-](F)(F)(F)(F)F.N1(N=NC2=C1C=CC=C2)OC([NH+](C)C)N(C)C (1H-benzotriazol-1-yloxy)(dimethylamino)-N,N-dimethylmethanaminium hexafluorophosphate